cis-N1-(5-(1-(3,3-difluorocyclobutyl)-2-methyl-1H-imidazo[4,5-b]pyridin-6-yl)pyrrolo[2,1-f][1,2,4]triazin-2-yl)-N3-methylcyclobutane-1,3-diamine FC1(CC(C1)N1C(=NC2=NC=C(C=C21)C=2C=CN1N=C(N=CC12)N[C@@H]1C[C@@H](C1)NC)C)F